C(=O)C1CCN(CC1)C(=O)OC(C)(C)C tert-butyl 4-formyl-piperidine-1-carboxylate